C(CCCCC)C(C(C(=O)[O-])O)C(=O)[O-] 3-Hexylmalat